C(C(=C)C)(=O)OCC(C)(COC(C(=C)C)=O)C NeoPentyl glycol dimethacrylate